C(C)(=O)N1CCC(CC1)C=1C=C(C=CC1)C1N(CC(CC1)C)C(C(=O)NC=1C=C(C=NC1)C(=O)N)=O 5-[[2-[2-[3-(1-acetyl-4-piperidyl)phenyl]-5-methyl-1-piperidyl]-2-oxo-acetyl]amino]pyridine-3-carboxamide